tert-Butyl 6-((6-(4-acetamidophenyl)pyridazin-3-yl)amino)-2-azaspiro[3.3]heptane-2-carboxylate C(C)(=O)NC1=CC=C(C=C1)C1=CC=C(N=N1)NC1CC2(CN(C2)C(=O)OC(C)(C)C)C1